3-[5-(methylsulfonylpiperidinomethyl)-indolyl]-quinolone, acetate salt C(C)(=O)O.CS(=O)(=O)C(C=1C=C2C=C(NC2=CC1)C=1C(NC2=CC=CC=C2C1)=O)N1CCCCC1